(E)-1-(3-(4-(Hydroxymethyl)-1-(4-(trifluoromethoxy)phenyl)-1H-pyrazolo[3,4-b]pyridin-3-yl)azetidin-1-yl)-2-methylbut-2-en-1-one OCC1=C2C(=NC=C1)N(N=C2C2CN(C2)C(\C(=C\C)\C)=O)C2=CC=C(C=C2)OC(F)(F)F